ClC1=CC(=C(COC=2C=CC(=C(C2)C2CCN(CC2)CC2=NC3=C(N2C)C=C(C=C3OC(F)F)C(=O)O)F)C=C1)F 2-((4-(5-((4-Chloro-2-fluorobenzyl)oxy)-2-fluorophenyl)piperidin-1-yl)methyl)-4-(difluoromethoxy)-1-methyl-1H-benzo[d]imidazole-6-carboxylic acid